C(C)(C)(C)OC(=O)N1C(CCC1)C1(CC1)N 2-(1-aminocyclopropyl)pyrrolidine-1-carboxylic acid tert-butyl ester